N-(2,6-dibromo-4-(perfluoropropan-2-yl)phenyl)-4-fluoro-3-((furan-2-ylmethyl)amino)benzamide BrC1=C(C(=CC(=C1)C(C(F)(F)F)(C(F)(F)F)F)Br)NC(C1=CC(=C(C=C1)F)NCC=1OC=CC1)=O